C(N)(=O)C=1C(=C(C(=NC1CC(C)C)CCC1=CC=C(C=C1)F)C=1OC(=NN1)C)C1=CC=C(S1)C(=O)O 5-{5-carbamoyl-2-[2-(4-fluorophenyl)ethyl]-3-(5-methyl-1,3,4-oxadiazol-2-yl)-6-(2-methylpropyl)pyridin-4-yl}thiophene-2-carboxylic acid